N1(CCOCC1)S(=O)(=O)C=1C=CC=C2CCN(CC12)C=1N=C(C2=C(N1)C=NC=C2)C2=NC=CC=C2 {2-[8-(morpholine-4-sulfonyl)-3,4-dihydro-1H-isoquinoline-2-yl]-pyrido[3,4-d]pyrimidine-4-yl}-pyridine